[13C]benzimidazole N1=[13CH]NC2=C1C=CC=C2